N-(2-methoxyphenyl)-10H-phenothiazine-10-carboxamide COC1=C(C=CC=C1)NC(=O)N1C2=CC=CC=C2SC=2C=CC=CC12